3-(1-methyl-7-((1-(2-(trifluoromethoxy)benzoyl)piperidin-4-yl)oxy)-1H-indazol-3-yl)piperidine-2,6-dione CN1N=C(C2=CC=CC(=C12)OC1CCN(CC1)C(C1=C(C=CC=C1)OC(F)(F)F)=O)C1C(NC(CC1)=O)=O